N-(2-(6-chloro-7-hydroxynaphthalen-1-yl)ethyl)acetamide Ammonium bisulfite S([O-])(O)=O.[NH4+].ClC=1C=C2C=CC=C(C2=CC1O)CCNC(C)=O